(R or S)-N-((R)-((S)-7-(1-methyl-1H-pyrazol-4-yl)-2,3-dihydro-1H-pyrido[2,3-b][1,4]oxazin-3-yl)(phenyl)methyl)-2-(6-methylpyridin-3-yl)propan-1-amine CN1N=CC(=C1)C1=CC2=C(O[C@@H](CN2)[C@H](NC[C@H](C)C=2C=NC(=CC2)C)C2=CC=CC=C2)N=C1 |o1:17|